C(C)(C)(C)OC(=O)NC(=N)NC1=NC=C(C=N1)C(=O)OC=1C=2N(C(=CC1)CC(=O)NC(C(=O)OC(C)(C)C)CC(=O)OC(C)(C)C)N=CN2 1,4-di-tert-butyl 2-{2-[8-({2-[({[(tert-butoxy)carbonyl]amino}methanimidoyl)amino]pyrimidin-5-yl}carbonyloxy)-[1,2,4]triazolo[1,5-a]pyridin-5-yl]acetamido}butanedioate